tert-butyl 6-{8-hydroxy-1,4-dioxaspiro[4.5]decan-8-yl}-1',2',3',6'-tetrahydro-[3,4'-bipyridine]-1'-carboxylate OC1(CCC2(OCCO2)CC1)C1=CC=C(C=N1)C=1CCN(CC1)C(=O)OC(C)(C)C